C(N)(=O)CCCC\C=[N+]/1\[C@@H](C(C2=CC=CC=C12)(C)C)C/C=C/C=C/C1=[N+](C2=CC=CC=C2C1(C)C)CCCCS(=O)(=O)[O-] 2-[(1E,3E)-5-[(1Z,2R)-1-(5-carbamoylpentylidene)-3,3-dimethyl-2,3-dihydro-1H-1λ5-indol-1-ylium-2-yl]penta-1,3-dien-1-yl]-3,3-dimethyl-1-(4-sulfonatobutyl)-3H-indol-1-ium